COC=1C=CC2=C(N=C(O2)C2CCN(CC2)C2=C(C(N(C3=CC=CC=C23)C)=O)C#N)C1 4-[4-(5-Methoxy-1,3-benzooxazol-2-yl)piperidin-1-yl]-1-methyl-2-oxo-1,2-dihydroquinoline-3-carbonitrile